C(C)C=1N(C2=C(C=C(C(=C2C1C)N1CN(CC1)C1=C(C=CC=C1C(C)C)C(C)C)C)C)C 3-(2-ethyl-1,3,5,7-tetramethyl-1H-indol-4-yl)-1-(2,6-diisopropylphenyl)-4,5-dihydro-1H-imidazole